C(=O)(OCC1C2=CC=CC=C2C2=CC=CC=C12)N[C@@H](CC1=CNC2=CC=C(C=C12)Br)C(=O)O |r| Fmoc-5-bromo-DL-tryptophan